Cl.N[C@H](C(=O)O)C (S)-2-aminopropionic acid hydrochloride